6,7-dichloro-3-((1-(methylsulfonyl)piperidin-4-yl)methyl)-1,3,4,9-tetrahydro-[1,2,6]thiadiazino[4,3-g]indole 2,2-dioxide ClC=1C=2C(=CNC2C2=C(C1)CN(S(N2)(=O)=O)CC2CCN(CC2)S(=O)(=O)C)Cl